Ethyl 5-((6-chloropyridin-3-yl) oxy)-1-(4-methoxybenzyl)-1H-1,2,3-triazole-4-carboxylate ClC1=CC=C(C=N1)OC1=C(N=NN1CC1=CC=C(C=C1)OC)C(=O)OCC